ammonium 2-sulfobenzoic acid S(=O)(=O)(O)C1=C(C(=O)O)C=CC=C1.[NH4+]